BrC=1C(=CC=C2C(CCOC12)O)C 8-bromo-7-methyl-chroman-4-ol